C1(=CC(=CC=C1)CCO)C 2-(m-tolyl)ethan-1-ol